FC1=C(C=CC=C1)C1=CC=C(C=C1)CCCNC(=O)C1CCN(CC1)C N-(3-(2'-fluoro-[1,1'-biphenyl]-4-yl)propyl)-1-methylpiperidine-4-carboxamide